3-(trifluoromethoxy)fluorobenzene C1=CC(=CC(=C1)F)OC(F)(F)F